[Te].C(CCCCCCCCC)(=O)O.C(CCCCCCCCC)(=O)O didecanoic acid tellurium